ClC=1N=CC(=NC1)N[C@@H]1C[C@H](CC1)NC1=NC=C(C=C1)I (1S,3S)-N1-(5-chloropyrazin-2-yl)-N3-(5-iodopyridin-2-yl)cyclopentane-1,3-diamine